5-cyclopropyl-5-{3-[4-(3,5-difluoro-phenyl)-3,6-dihydro-2H-pyridin-1-yl]-3-oxo-propyl}-imidazoline-2,4-dione C1(CC1)C1(C(NC(N1)=O)=O)CCC(=O)N1CCC(=CC1)C1=CC(=CC(=C1)F)F